FC1=C(C=CC=C1OC)C1=C(C(=CC=C1)NC(=O)C=1C(N(C=C(C1)CNCCO)C)=O)C N-(2'-fluoro-3'-methoxy-2-methylbiphenyl-3-yl)-5-((2-hydroxyethylamino)methyl)-1-methyl-2-oxo-1,2-dihydropyridine-3-carboxamide